d-arabinofuranosyluracil C1([C@@H](O)[C@H](O)[C@H](O1)CO)C=1C(NC(NC1)=O)=O